CN1CCN(CC1)C=1SC2=C(N1)OC=1C=CC=CC1C2=O 2-(4-methylpiperazin-1-yl)-9H-chromeno[2,3-d]thiazol-9-one